2-tert-Butyl-N-[(5-chloro-2-methoxy-phenyl)methyl]-1H-benzimidazole-5-carboxamide C(C)(C)(C)C1=NC2=C(N1)C=CC(=C2)C(=O)NCC2=C(C=CC(=C2)Cl)OC